(R)-3-(n-propylamino)pyrrolidine-1-carboxylic acid tert-butyl ester C(C)(C)(C)OC(=O)N1C[C@@H](CC1)NCCC